2,2,3,3,4,4,5,5-octafluoropentyl difluoroacetate FC(C(=O)OCC(C(C(C(F)F)(F)F)(F)F)(F)F)F